(E)-2-fluoro-1-(3-(3-(4-(trifluoromethyl)styryl)-1H-pyrazolo[3,4-b]pyridin-1-yl)azetidin-1-yl)prop-2-en-1-one FC(C(=O)N1CC(C1)N1N=C(C=2C1=NC=CC2)\C=C\C2=CC=C(C=C2)C(F)(F)F)=C